N-((6aR,8R)-3-methyl-5-(4-(trifluoromethyl)phenyl)-5,6,6a,7,8,9-hexahydropyrido[3,2-e]pyrrolo[1,2-a]pyrazin-8-yl)acetamide CC1=CC=2N(C[C@@H]3N(C2N=C1)C[C@@H](C3)NC(C)=O)C3=CC=C(C=C3)C(F)(F)F